2-bromo-5-fluoropyridin-3-amine BrC1=NC=C(C=C1N)F